O=C1NC=2N(C3=C1C=CC(=N3)C(F)(F)F)N=CC2 5-oxo-8-(trifluoromethyl)-4,5-dihydropyrazolo[1,5-a]pyrido[3,2-e]pyrimidine